(R)-(4-(2-hydroxy-4-(trifluoromethyl)phenyl)-1-((1-methylpiperidin-3-yl)amino)phthalazin-6-yl)dimethylphosphine OC1=C(C=CC(=C1)C(F)(F)F)C1=NN=C(C2=CC=C(C=C12)P(C)C)N[C@H]1CN(CCC1)C